6-(1-((S)-3-fluoropyrrolidin-1-yl)ethyl)-2-(3-((R)-1-(4-methyl-4H-1,2,4-triazol-3-yl)propan-2-yl)phenyl)-4-(trifluoromethyl)isoindolin-1-one F[C@@H]1CN(CC1)C(C)C1=CC(=C2CN(C(C2=C1)=O)C1=CC(=CC=C1)[C@@H](CC1=NN=CN1C)C)C(F)(F)F